N1CCC(CC1)CN1[C@H]2CN([C@@H](C1)C2)C(=O)OC(C)(C)C tert-butyl (1R,4R)-5-(4-piperidylmethyl)-2,5-diazabicyclo[2.2.1]heptane-2-carboxylate